[Zn].[Cu].[Mn].[Fe].ClCCNS(=O)(=O)CC1=CC=C(C=C1)Cl N-(2-chloroethyl)-1-(4-chlorophenyl)methanesulfonamide iron-manganese-copper-zinc